N-ethyl-11-(2-methylbenzoyl)-3,4-dihydro-2H-oxepino[3,2-c]carbazol-5(8H)-one C(C)N1C=2C=CC(=CC2C=2C3=C(C=CC12)C(CCCO3)=O)C(C3=C(C=CC=C3)C)=O